(R)-ethyl 3-(5-cyano-1H-imidazol-1-yl)-2-hydroxypropanoate C(#N)C1=CN=CN1C[C@H](C(=O)OCC)O